N-((E)-N'-((Z)-(3-(4-chlorophenyl)-5-methyl-4-(thiophen-2-yl)-4,5-dihydro-1H-pyrazol-1-yl)(((4-(trifluoromethyl)phenyl)sulfonyl)imino)methyl)carbamoyl)acetamide ClC1=CC=C(C=C1)C1=NN(C(C1C=1SC=CC1)C)\C(\NC(=O)NC(C)=O)=N/S(=O)(=O)C1=CC=C(C=C1)C(F)(F)F